C12CN(CC(CC1)N2)C=2C1=C(N=C(N2)OCC2(CC2)CCN2CCOCC2)CN(CC1)C1=CC=CC2=CC=CC(=C12)I 4-((1-(((4-(3,8-diazabicyclo[3.2.1]octan-3-yl)-7-(8-iodonaphthalen-1-yl)-5,6,7,8-tetrahydropyrido[3,4-d]pyrimidin-2-yl)oxy)methyl)cyclopropyl)ethyl)morpholine